C1CCC2=C(C=3CCCC3C=C12)NC(=O)N=[S@](=O)(N)C1=C(C=C(C=C1)C(C)(C)O)C (R)-N'-(1,2,3,5,6,7-hexahydro-s-indacen-4-ylcarbamoyl)-4-(2-hydroxypropan-2-yl)-2-methyl-benzenesulfonimidamide